3-[[4-[5-isobutyl-2-(2H-tetrazol-5-yl)phenyl]piperazin-1-yl]methyl]-1-methyl-quinolin-2-one C(C(C)C)C=1C=CC(=C(C1)N1CCN(CC1)CC=1C(N(C2=CC=CC=C2C1)C)=O)C=1N=NNN1